ClC1=NC(=CC(=C1)OC1CCC1)C1(COCC1)OC 3-((2-chloro-6-(3-methoxytetrahydrofuran-3-yl)pyridin-4-yl)oxy)cyclobutan